COC(=O)N1CC(CCC1)N1N=CC2=C1N(C(C=1C=C(C=C(C21)C(C)NC=2C(=NC(=CC2)Cl)C=2C=NN(C2)C)C)=O)C 3-[9-[1-[[6-chloro-2-(1-methylpyrazol-4-yl)-3-pyridinyl]amino]ethyl]-4,7-dimethyl-5-oxo-pyrazolo[3,4-c]isoquinolin-3-yl]piperidine-1-carboxylic acid methyl ester